NC1=CC=CC(=N1)S(=O)(=O)NC(=O)C=1C(=NC(=CC1)C1=CC(=CC(=C1)OCC(C)C)F)N1C(CCC(C1)C)C N-[(6-Amino-2-pyridyl)sulfonyl]-2-(2,5-dimethyl-1-piperidyl)-6-(3-fluoro-5-isobutoxyphenyl)pyridin-3-carboxamid